CC[C@H](C)C[C@@H](C1=NC(=C(O1)C2=CNC3=CC=CC=C32)C(=O)O)N(C)C The molecule is an indole alkaloid isolated from the red alga Martensia fragilis and has been shown to inhibit lipid peroxidation. It has a role as a metabolite and an antioxidant. It is an indole alkaloid, a member of 1,3-oxazoles, a tertiary amino compound and a monocarboxylic acid.